4-hydroxy-N-ethyl-N-allyltryptamine OC=1C=CC=C2NC=C(CCN(CC=C)CC)C12